[(2S,3S)-2-[(5-chloro-2,4-difluoro-phenyl)carbamoyl]-1-[3-cyano-6-methyl-4-(trifluoromethyl)-2-pyridyl]pyrrolidin-3-yl]methanesulfonate ClC=1C(=CC(=C(C1)NC(=O)[C@H]1N(CC[C@@H]1CS(=O)(=O)[O-])C1=NC(=CC(=C1C#N)C(F)(F)F)C)F)F